N-(4-(3-(butylsulfonamido)-5-(3,5-dimethylisoxazol-4-yl)phenoxy)-3,5-dimethylphenyl)-3-(1H-imidazol-1-yl)propanamide C(CCC)S(=O)(=O)NC=1C=C(OC2=C(C=C(C=C2C)NC(CCN2C=NC=C2)=O)C)C=C(C1)C=1C(=NOC1C)C